(6-bromo-1,2,3,4-tetrahydroquinolin-1-yl)-1,3-thiazole-4-carboxylic acid ethyl ester C(C)OC(=O)C=1N=C(SC1)N1CCCC2=CC(=CC=C12)Br